C(C)OCOC=1C=C(C=C(C1[C@H]1[C@@H](CCC(=C1)C)C(=C)C)O)C(C)(CCCCCC)C (1'R,2'R)-6-(ethoxymethoxy)-5'-methyl-4-(2-methyloctan-2-yl)-2'-(prop-1-en-2-yl)-1',2',3',4'-tetrahydro-[1,1'-biphenyl]-2-ol